N1(CCC2CNCCC21)C(=O)OC(C)(C)C 1,1-Dimethylethyl octahydro-1H-pyrrolo[3,2-c]pyridine-1-carboxylate